ClC1=CC=2C3=C(N(C(N(C2N=C1)CC)=O)C1=C(C=C(C=C1F)I)F)C=C(C=C3)C#N 2-chloro-7-(2,6-difluoro-4-iodophenyl)-5-ethyl-6-oxo-6,7-dihydro-5H-benzo[d]pyrido[3,2-f][1,3]diazepine-9-carbonitrile